The molecule is the conjugate acid of 1-amino-1-deoxy-scyllo-inositol arising from protonation of the primary amino group. It is a conjugate acid of a 1-amino-1-deoxy-scyllo-inositol. [C@H]1([C@H](C([C@H]([C@@H](C1[NH3+])O)O)O)O)O